1-(4-(4-(methoxymethyl)phenyl)pyrimidin-2-yl)-N-(3-methylquinuclidin-3-yl)piperidine-4-carboxamide COCC1=CC=C(C=C1)C1=NC(=NC=C1)N1CCC(CC1)C(=O)NC1(CN2CCC1CC2)C